BrC1=CC=C(C=C1)C(C(=O)N)C1C2(C(NC(N2)=O)=O)CCC1 (4-bromophenyl)-2-(2,4-dioxo-1,3-diazaspiro[4.4]nonane-6-yl)acetamide